3-[2-(cyclohexoxy)-3-pyridyl]-6-fluoro-5-piperazin-1-yl-pyrazolo[1,5-a]pyrimidine trifluoroacetate FC(C(=O)O)(F)F.C1(CCCCC1)OC1=NC=CC=C1C=1C=NN2C1N=C(C(=C2)F)N2CCNCC2